2-HEXYL-2-CYCLOPENTEN-1-ONE C(CCCCC)C=1C(CCC1)=O